dimethyl sulfoxide monohydrate O.CS(=O)C